t-butyl (1-(4-((1-(3-(2-((t-butyldimethylsilyl)oxy)ethyl)phenyl)-2-oxo-1,2-dihydropyrimidin-4-yl)carbamoyl)piperazin-1-yl)-2-methyl-1-oxopropan-2-yl)carbamate [Si](C)(C)(C(C)(C)C)OCCC=1C=C(C=CC1)N1C(N=C(C=C1)NC(=O)N1CCN(CC1)C(C(C)(C)NC(OC(C)(C)C)=O)=O)=O